1-(4-(2-(4-bromophenyl)-propan-2-yl)thiazol-2-yl)-3-(4-(piperazin-1-yl)-3-(trifluoromethyl)benzyl)-urea BrC1=CC=C(C=C1)C(C)(C)C=1N=C(SC1)NC(=O)NCC1=CC(=C(C=C1)N1CCNCC1)C(F)(F)F